6-(2-chloro-3-(3-chloro-2-(3-fluoro-4-formylphenyl)pyridin-4-yl)phenyl)-2-methoxynicotinaldehyde ClC1=C(C=CC=C1C1=C(C(=NC=C1)C1=CC(=C(C=C1)C=O)F)Cl)C1=NC(=C(C=O)C=C1)OC